5-trifluoromethyl-5'-O-tert-butyldimethylsilyl-2',3'-dideoxyuridine FC(C=1C(NC(N([C@H]2CC[C@@H](CO[Si](C)(C)C(C)(C)C)O2)C1)=O)=O)(F)F